CC(CCOC=1C(=NN(C1)C=1C=NC=CC1)C(=O)N)(C)C 4-(3,3-dimethylbutoxy)-1-(pyridin-3-yl)-1H-pyrazole-3-carboxamide